2-aminospiro[3.3]heptan-1-ol hydrochloride Cl.NC1C(C2(C1)CCC2)O